4,4'-(methylenebis(3-methoxy-2,1-phenylene))bis(3,6-dihydropyridine-1(2H)-carboxylic acid) C(C1=C(C=CC=C1OC)C=1CCN(CC1)C(=O)O)C1=C(C=CC=C1OC)C=1CCN(CC1)C(=O)O